BrC\C=C(\C(=O)OCC)/F ethyl (Z)-4-bromo-2-fluorobut-2-enoate